C(C(C)C)C1CC(CCC1)(O)C 3-isobutyl-1-methyl-cyclohexanol